C(C)(C)C1=C(N)C=CC(=C1)C=C 2-isopropyl-4-vinyl-aniline